6-fluoro-1-methyl-2-oxo-4-(((trifluoromethyl)sulfonyl)oxy)-1,2-dihydroquinoline-3-carboxylic acid ethyl ester C(C)OC(=O)C=1C(N(C2=CC=C(C=C2C1OS(=O)(=O)C(F)(F)F)F)C)=O